((3-methyl-oxetan-3-yl)methyl)zinc bromide [Br-].CC1(COC1)C[Zn+]